CC1=CC2=C(NC=N2)C=C1 5-methyl-1H-1,3-benzodiazole